C[C@H](C(=O)OC(COCC=C)COCC=C)C(C1=C(C=CC(=C1)F)F)N(CCC(=O)OC)C(=O)OC(C)(C)C 1,3-bis(allyloxy)propan-2-ol Methyl-(S)-3-((tert-butoxycarbonyl)(3-methoxy-3-oxopropyl)amino)-3-(2,5-difluorophenyl)propanoate